C(C=C)N1N(C2=NC(=NC=C2C1=O)NC1=CC=C(C=C1)Cl)C1=NC(=CC=C1)F 2-allyl-6-((4-chlorophenyl)amino)-1-(6-fluoropyridin-2-yl)-1,2-dihydro-3H-pyrazolo[3,4-d]pyrimidin-3-one